5-Fluoro-N-isopropyl-N-methyl-2-(3-(1-((2-oxo-2,3-dihydro-1H-benzo[d]imidazol-5-yl)methyl)piperidin-3-yl)-1H-pyrrolo[2,3-c]pyridin-1-yl)benzamide FC=1C=CC(=C(C(=O)N(C)C(C)C)C1)N1C=C(C=2C1=CN=CC2)C2CN(CCC2)CC2=CC1=C(NC(N1)=O)C=C2